tert-butyl (R)-4-(cyclohexylmethyl)-3-(methoxymethyl)piperazine-1-carboxylate C1(CCCCC1)CN1[C@H](CN(CC1)C(=O)OC(C)(C)C)COC